3-(4-Benzyloxy-6-chloro-2-methyl-3-pyridinyl)-5-methyl-1,2,4-oxadiazole C(C1=CC=CC=C1)OC1=C(C(=NC(=C1)Cl)C)C1=NOC(=N1)C